CC1=NN(C(=C1N)C)COCC[Si](C)(C)C 3,5-dimethyl-1-((2-(trimethylsilyl)ethoxy)methyl)-1H-pyrazol-4-amine